N'-(3-chloro-2-piperazin-1-yl-6-quinolyl)ethane-1,2-diamine ClC=1C(=NC2=CC=C(C=C2C1)NCCN)N1CCNCC1